The molecule is a member of the class of indazoles that is 1H-indazole which is substituted by a benzyl group at position 1 and a 5-(hydroxymethyl)-2-furyl group at position 3. It is an activator of soluble guanylate cyclase and inhibits platelet aggregation. It has a role as an antineoplastic agent, a soluble guanylate cyclase activator, an apoptosis inducer, a platelet aggregation inhibitor and a vasodilator agent. It is a member of indazoles, a member of furans and an aromatic primary alcohol. C1=CC=C(C=C1)CN2C3=CC=CC=C3C(=N2)C4=CC=C(O4)CO